FC1=CC=C(C(=O)N[C@H](C(=O)NC2=CC(=C(C=C2)S(=O)(=O)Cl)C(F)(F)F)CC2=CC=CC=C2)C=C1 (S)-4-(2-(4-fluorobenzamido)-3-phenylpropanamido)-2-(trifluoromethyl)benzene-1-sulfonyl chloride